N-(4-bromobenzylidene)aniline C1=CC=C(C=C1)N=CC2=CC=C(C=C2)Br